[C@@H]12CNC[C@H]2C1 (1R,2S,5S)-3-azabicyclo[3.1.0]Hexane